(R)-(5-((1-(3-amino-5-(trifluoromethyl)phenyl)ethyl)amino)-1-methyl-6,8-dihydro-7H-pyrrolo[3,4-e][1,2,4]triazolo[4,3-a]pyrimidin-7-yl)(bicyclo[1.1.1]pentan-1-yl)methanone NC=1C=C(C=C(C1)C(F)(F)F)[C@@H](C)NC1=NC=2N(C3=C1CN(C3)C(=O)C31CC(C3)C1)C(=NN2)C